O1[C@@H]2CN([C@H](C3=C1C=CC=C3)C2)C(C)=O 1-((2S,5S)-2,3-dihydro-2,5-methanobenzo[f][1,4]oxazepin-4(5H)-yl)ethan-1-one